(1-(3-fluoro-[1,1'-biphenyl]-4-yl)-2-oxopiperidin-3-yl)-3-(4-(trifluoromethyl)phenyl)urea FC=1C=C(C=CC1N1C(C(CCC1)NC(=O)NC1=CC=C(C=C1)C(F)(F)F)=O)C1=CC=CC=C1